C(#N)CC(=O)N1C[C@@H](CCC1)NC1=C2C(=NC=C1C(=O)OCC)NC=C2 Ethyl (R)-4-((1-(2-cyanoacetyl)piperidin-3-yl)amino)-1H-pyrrolo[2,3-b]pyridine-5-carboxylate